(3S)-3-[3-(methylsulfonyl)phenyl]-1-propylpiperidin hydrochlorid Cl.CS(=O)(=O)C=1C=C(C=CC1)[C@H]1CN(CCC1)CCC